5-bromo-4-cyclopropoxypyrimidin-2-amine BrC=1C(=NC(=NC1)N)OC1CC1